NC1=C(SC=2N=C(N=CC21)C)C(=O)NC2CC=1C=C(C(=NC1CC2)N2CC(C(C2)OCC(C)OC)N)F 5-amino-N-{2-[3-amino-4-(2-methoxypropoxy)pyrrolidin-1-yl]-3-fluoro-5,6,7,8-tetrahydroquinolin-6-yl}-2-methylthieno[2,3-d]pyrimidine-6-carboxamide